ClC1=C(C=NC2=CC(=C(C=C12)OC)OC)F 4-chloro-3-fluoro-6,7-dimethoxy-quinoline